CC=1C=NC(=NC1)C[C@@H](C)S(=O)(=O)N (R)-1-(5-methylpyrimidin-2-yl)propane-2-sulfonamide